ClC=1C=NC=C(C(=O)NC2[C@H]3CC(C[C@@H]23)(O)C=2C=3N(C=C(C2)Cl)C=NC3)C1 5-chloro-N-((1r,3r,5s,6r)-3-(6-chloroimidazo[1,5-a]pyridin-8-yl)-3-hydroxybicyclo[3.1.0]hexane-6-yl)nicotinamide